N-[5-(3-fluoro-5-hydroxy-phenyl)-4-[4-(trifluoromethyl)phenyl]thiazol-2-yl]-3-nitro-benzenesulfonamide FC=1C=C(C=C(C1)O)C1=C(N=C(S1)NS(=O)(=O)C1=CC(=CC=C1)[N+](=O)[O-])C1=CC=C(C=C1)C(F)(F)F